BrC1=CC=C(C=C1)P(=O)(C)C bromo-4-(dimethylphosphoryl)benzene